tert-butyl 2-(5-cyclopropyl-3-fluoropyridin-2-yl)-4-methylpyrazolidine-1-carboxylate C1(CC1)C=1C=C(C(=NC1)N1N(CC(C1)C)C(=O)OC(C)(C)C)F